1-(cyclopropylmethyl)-7-(1-((2,4-diaminopyrimidin-5-yl)methyl)indolin-5-yl)-4-oxo-1,4-dihydroquinoline-3-carboxylic acid C1(CC1)CN1C=C(C(C2=CC=C(C=C12)C=1C=C2CCN(C2=CC1)CC=1C(=NC(=NC1)N)N)=O)C(=O)O